(1S,5R,6r)-N-[1,1-Dimethyl-2-[(3-methyl-2-pyridyl)oxy]ethyl]-3-azabicyclo[3.1.0]hexane-6-carboxamide L-tartrate C(=O)(O)[C@H](O)[C@@H](O)C(=O)O.CC(COC1=NC=CC=C1C)(C)NC(=O)C1[C@@H]2CNC[C@H]12